4-(Pyrimidin-5-yl)aniline N1=CN=CC(=C1)C1=CC=C(N)C=C1